2-chloro-4-((4-(1-ethyl-4-(trifluoromethyl)-1H-imidazol-2-yl)benzyl)oxy)pyrido[2,3-d]pyrimidine ClC=1N=C(C2=C(N1)N=CC=C2)OCC2=CC=C(C=C2)C=2N(C=C(N2)C(F)(F)F)CC